Cl.COCCC1=CC(=C(C(=O)OCC)C=C1CCOC)N ethyl 4,5-bis(2-methoxyethyl)-2-aminobenzoate hydrochloride